FC(OC1=C(C=C(C=C1)SC(C)C)C1=NN(C=C1NC(=O)C=1C=NN2C1N=CC=C2)CC(=O)N2CCN(CC2)CCN2CCOCC2)F N-[3-[2-(difluoromethoxy)-5-isopropylsulfanyl-phenyl]-1-[2-[4-(2-morpholinoethyl)piperazin-1-yl]-2-oxo-ethyl]pyrazol-4-yl]pyrazolo[1,5-a]pyrimidine-3-carboxamide